C(CCCCCC(C)(C)C)(=O)[O-].C(CCCCCC(C)(C)C)(=O)[O-].[Zn+2] zinc(II) di-neodecanoate